N-behenylbehenic acid amide C(CCCCCCCCCCCCCCCCCCCCC)NC(CCCCCCCCCCCCCCCCCCCCC)=O